FC=1C=CC(=NC1)[C@@H](C)OC=1C=2N(C=C(C1)C=1C=NN(C1C)[C@@H]1CNCCC1)N=CC2C#N 4-((R)-1-(5-fluoropyridin-2-yl)ethoxy)-6-(5-methyl-1-((S)-piperidin-3-yl)-1H-pyrazol-4-yl)pyrazolo[1,5-a]pyridine-3-carbonitrile